C1(=CC=CC=C1)C1CCN(CC1)C(=O)C=1C=C2C=CC=NC2=CC1 6-(4-phenylpiperidine-1-carbonyl)quinolin